NCC1(CN(C1)C1=NC=CC(=C1F)C1=NC=C(C(=C1)N1C(C(=C(C=C1C)[C@@H]1[C@H](C1)C1=CC=C(C=C1)F)Cl)=O)C)O 2''-(3-(aminomethyl)-3-hydroxyazetidin-1-yl)-3-chloro-3''-fluoro-4-((1S,2S)-2-(4-fluorophenyl)cyclopropyl)-5',6-dimethyl-2H-[1,4':2',4''-terpyridin]-2-one